Cl.C(CCCCCCCCC)(=O)O DECANOATE HCl salt